C(CCCCCCC)(=O)OCCCCCCCCC nonyl octanoate